3-(3,4-dimethylphenyl)-1H-indole-5-carboxylic acid CC=1C=C(C=CC1C)C1=CNC2=CC=C(C=C12)C(=O)O